4,4-dioctoxybutanenitrile C(CCCCCCC)OC(CCC#N)OCCCCCCCC